tert-Butyl 4-((7-(2,3-dichloro-6-methoxyphenyl)imidazo[1,2-a]pyridin-2-yl)methyl)-3-oxopiperazine-1-carboxylate ClC1=C(C(=CC=C1Cl)OC)C1=CC=2N(C=C1)C=C(N2)CN2C(CN(CC2)C(=O)OC(C)(C)C)=O